FC1=CC=C(COC2=CC=C(C=C2)C=2N=C3N(C=CC=N3)C2C2=CC(=NC=C2)C)C=C1 2-(4-((4-Fluorobenzyl)oxy)phenyl)-3-(2-methylpyridin-4-yl)imidazo[1,2-a]pyrimidine